ClC1=C(C#N)C=CC(=C1)N1CC2(C[C@@H]1C)CCN(CC2)C2=CC=C(C=C2)C(=O)N2CCC1(CC(C1)N1CCN(CC1)C1=CC(=CC=C1)N1C(NC(CC1)=O)=O)CC2 (S)-2-chloro-4-(8-(4-(2-(4-(3-(2,4-dioxotetrahydropyrimidin-1(2H)-yl)phenyl)piperazine-1-yl)-7-azaspiro[3.5]nonane-7-carbonyl)phenyl)-3-methyl-2,8-diazaspiro[4.5]dec-2-yl)benzonitrile